C(=O)(OC)[C@H](O)[C@@H](O)C(=O)OC (-)-Dimethyl L-tartrate